C1(CC=CC=C1)(C1=CC=CC=C1)S(=O)(=O)[O-].NC(=[NH2+])N guanidinium [1,1'-biphenyl]-1-sulfonate